ClC1=NC(=CC(=C1)CNS(=O)(=O)C)C=1N(N=C2C(N(CCC21)C(C2=C(C(=CC=C2)OC)Cl)=O)C)C N-[[2-chloro-6-[6-(2-chloro-3-methoxy-benzoyl)-2,7-dimethyl-5,7-dihydro-4H-pyrazolo[3,4-c]pyridin-3-yl]-4-pyridyl]methyl]methanesulfonamide